(E)-3-(7-(diethylamino)-2-oxo-2H-benzopyran-3-yl)-N-phenylacrylamide C(C)N(C1=CC2=C(C=C(C(O2)=O)/C=C/C(=O)NC2=CC=CC=C2)C=C1)CC